F[C@H]1C[C@H](N(C1)C(CN1C[C@H](CC1)NC=1C=NC2=NC=CC=C2C1)=O)C#N (2S,4S)-4-Fluoro-1-[2-[(3S)-3-(1,8-naphthyridin-3-ylamino)pyrrolidin-1-yl]acetyl]pyrrolidin-2-carbonitril